SCC(CSCCS)SC(CSCCS)CS 5,7-Dimercaptomethyl-1,11-dimercapto-3,6,9-trithiaundecan